N-[1-[6-(aminomethyl)pyridin-2-yl]Azetidin-3-yl]-N-methyl-carbamic acid tert-butyl ester C(C)(C)(C)OC(N(C)C1CN(C1)C1=NC(=CC=C1)CN)=O